3-((S)-2-(4-chlorophenyl)-3-(4-((5R,7R)-7-hydroxy-5-methyl-6,7-dihydro-5H-cyclopenta[d]pyrimidin-4-yl)piperazin-1-yl)-3-oxopropylamino)propanamide ClC1=CC=C(C=C1)[C@@H](CNCCC(=O)N)C(=O)N1CCN(CC1)C=1C2=C(N=CN1)[C@@H](C[C@H]2C)O